C(C)(C)(C)OC(CCCNCC(CCCC(=O)OCCCCCCCCCCC)O)=O undecyl 6-{[4-(tert-butoxy)-4-oxobutyl] amino}-5-hydroxycaproate